(R)-2-(5-(difluoromethyl)-3-(3-(1-(o-tolyl)cyclopropyl)-1,2,4-oxadiazol-5-yl)-1H-pyrazol-1-yl)-1-(3-(dimethylamino)pyrrolidin-1-yl)ethan-1-one FC(C1=CC(=NN1CC(=O)N1C[C@@H](CC1)N(C)C)C1=NC(=NO1)C1(CC1)C1=C(C=CC=C1)C)F